methyl (E)-6-((2-((1-(3-chlorophenyl)-2,5-dioxopyrrolidin-3-ylidene)methyl)phenoxy)methyl)nicotinate ClC=1C=C(C=CC1)N1C(\C(\CC1=O)=C\C1=C(OCC2=NC=C(C(=O)OC)C=C2)C=CC=C1)=O